(2S,4R)-1-((4-(4-fluorophenoxy)benzoyl)glycyl)-4-(thiazol-2-yl)pyrrolidine-2-carboxylic acid FC1=CC=C(OC2=CC=C(C(=O)NCC(=O)N3[C@@H](C[C@H](C3)C=3SC=CN3)C(=O)O)C=C2)C=C1